C(C)C1=CC=CC=C1 ortho-ethylbenzene